C(C)(=O)C1=C(C=C(COC2=CC=CC(=N2)C=2CCN(CC2)CC2=NC3=C(N2C[C@H]2OCC2)C=C(C=C3)C(=O)O)C=C1)OC (S)-2-((6-((4-Acetyl-3-methoxybenzyl)oxy)-3',6'-dihydro-[2,4'-bipyridine]-1'(2'H)-yl)methyl)-1-(oxetan-2-ylmethyl)-1H-benzo[d]imidazole-6-carboxylic acid